C[C@@H]1N(C2=CC=CC=C2[C@@H](C1)NC1CCC(CC1)NC(=O)N)C(CC)=O 1-((1R,4r)-4-(((2S,4R)-2-methyl-1-propionyl-1,2,3,4-tetrahydroquinolin-4-yl)amino)cyclohexyl)urea